1,4-ethylenepiperazine C1CN2CCN1CC2